C1(CC1)C(=O)C=1N=C2N(N1)[C@@H](C[C@@]2([2H])Cl)C2=CC=CC=C2 |r| Cyclopropyl-[rac-(5s,7r)-7-chloro-7-deutero-5-phenyl-5,6-dihydropyrrolo[1,2-b][1,2,4]triazol-2-yl]methanone